C1(=CC=CC=C1)NC1=CC=C2C=3C=CC=CC3C3(C2=C1)C1=CC=CC=C1C1=CC=C(C=C13)NC1=CC=CC=C1 7,7'-diphenylaminospiro-9,9'-bifluorene